[Si](C)(C)(C(C)(C)C)OC1(CC(C1)NC(OC(C)(C)C)=O)C tert-butyl ((1s,3s)-3-((tert-butyldimethylsilyl)oxy)-3-methylcyclobutyl)carbamate